C(O)(O)=O.C1(=CC=CC=C1)C1SC=CC=C1 phenylthiainine carbonate